tri(ethoxy)silicon C(C)O[Si](OCC)OCC